(1s,4s)-N-(3-Methoxy-4-methylphenyl)-4-(6-methoxy-5-methyl-2-oxo-1,2-dihydroquinazolin-3(4H)-yl)cyclohexanecarboxamide COC=1C=C(C=CC1C)NC(=O)C1CCC(CC1)N1C(NC2=CC=C(C(=C2C1)C)OC)=O